CC([C@@H](C(=O)N1[C@@H](C[C@H](C1)O)C(=O)NC)N1N=NC(=C1)C=1C(=NN(C1C)C)C)(C)C (2S,4r)-1-[(2S)-3,3-dimethyl-2-[4-(1,3,5-trimethylpyrazol-4-yl)triazol-1-yl]butyryl]-4-hydroxy-N-methyl-pyrrolidine-2-carboxamide